4-bromo-6,7-difluoro-2-methylisoquinolin-1(2H)-one BrC1=CN(C(C2=CC(=C(C=C12)F)F)=O)C